C(C)(C)(C)OC(=O)N1CC(C1)C1=CC(=C(CN2C[C@@H](CC2)C(=O)OC)C(=C1)C)C methyl (R)-1-(4-(1-(tert-butoxycarbonyl)azetidin-3-yl)-2,6-dimethylbenzyl)pyrrolidine-3-carboxylate